tert-butyl (2-amino-5-((1-methylpiperidin-4-yl)carbamoyl)phenyl)carbamate NC1=C(C=C(C=C1)C(NC1CCN(CC1)C)=O)NC(OC(C)(C)C)=O